FC(CC(C)O)(F)F 4,4,4-Trifluoro-2-butanol